C(C)(C)C1=C(NC2=CC=C(C=C12)C1CC(C1)NC1COC1)C=1C=C(C=2N(C1)N=CN2)OC N-(3-(3-Isopropyl-2-(8-methoxy-[1,2,4]triazolo[1,5-a]pyridin-6-yl)-1H-indol-5-yl)cyclobutyl)oxetan-3-amin